N-[[4-(2-amino-2-oxo-ethoxy)phenyl]methyl]-7-(4-bromo-3-chloro-benzoyl)-2-(4-methoxyphenyl)-3-oxo-6,8-dihydro-5H-imidazo[1,5-a]pyrazine-1-carboxamide NC(COC1=CC=C(C=C1)CNC(=O)C=1N(C(N2C1CN(CC2)C(C2=CC(=C(C=C2)Br)Cl)=O)=O)C2=CC=C(C=C2)OC)=O